FC1=C(C(=O)N2CCC(CC2)N2CC(C2)(N2C=C(C=C2)C=2C3=C(N=CN2)NC=C3)CC#N)C=C(C=C1)F {1-[1-(2,5-difluorobenzoyl)piperidin-4-yl]-3-[3-(7H-pyrrolo[2,3-d]pyrimidin-4-yl)-1H-pyrrol-1-yl]azetidin-3-yl}acetonitrile